3-fluoro-3-(1-hydroxyethyl)pyrrolidine (S)-quinuclidin-3-yl-(6-fluoro-7-(4-methoxy-2-methylphenyl)-3,3-dimethylchroman-4-yl)carbamate N12CC(C(CC1)CC2)N(C(O)=O)[C@H]2C(COC1=CC(=C(C=C21)F)C2=C(C=C(C=C2)OC)C)(C)C.FC2(CNCC2)C(C)O